[C].[Ge].[Si].COC=1C=C(C(=O)NCC=2C(NC=3CCCCC3C2C)=O)C=C(C1)OC 3,5-dimethoxy-N-((4-methyl-2-oxo-1,2,5,6,7,8-hexahydroquinolin-3-yl)methyl)benzamide silicon-germanium carbon